1-(4-((4-amino-7-(2-(4-methylpiperazin-1-yl)ethyl)-5-(4-phenoxyphenyl)-7H-pyrrolo[2,3-d]pyrimidin-6-yl)ethynyl)piperidin-1-yl)prop-2-en-1-one NC=1C2=C(N=CN1)N(C(=C2C2=CC=C(C=C2)OC2=CC=CC=C2)C#CC2CCN(CC2)C(C=C)=O)CCN2CCN(CC2)C